(R)-N-(2-(4-(dimethylamino)-piperidin-1-yl)-5-((6-(3-(3-fluoro-5-(3-fluorophenoxy)-phenyl)isoxazolidin-2-yl)pyrimidin-4-yl)amino)-4-methoxyphenyl)acrylamide CN(C1CCN(CC1)C1=C(C=C(C(=C1)OC)NC1=NC=NC(=C1)N1OCC[C@@H]1C1=CC(=CC(=C1)OC1=CC(=CC=C1)F)F)NC(C=C)=O)C